N1N=CC(=C1)C=1C2=C(C(=NC1)NCC=1C=C(C(=O)NCC=3C=C4CN(CC4=CC3)C)C=CC1)CCO2 3-(((7-(1H-Pyrazol-4-yl)-2,3-dihydrofuro[3,2-c]pyridin-4-yl)amino)methyl)-N-((2-methylisoindolin-5-yl)methyl)benzamid